2-(7-((2S,5R)-2,5-dimethyl-4-((R)-1-(quinoxalin-6-yl)ethyl)piperazin-1-yl)-3-fluoro-4-methyl-5-oxo-4,5-dihydro-1H-pyrazolo[4,3-b]pyridin-1-yl)acetonitrile C[C@@H]1N(C[C@H](N(C1)[C@H](C)C=1C=C2N=CC=NC2=CC1)C)C=1C2=C(N(C(C1)=O)C)C(=NN2CC#N)F